FC1(CC12CCC(CC2)CN(C2=NC=NC(=C2F)F)CC)F N-((1,1-difluorospiro[2.5]octan-6-yl)methyl)-N-ethyl-5,6-difluoropyrimidin-4-amine